methyl 2-[(2-fluoro-3-nitrophenyl) methyl]-3-oxobutanoate FC1=C(C=CC=C1[N+](=O)[O-])CC(C(=O)OC)C(C)=O